COC(=O)C=1C=C2N=C(C=3N(C2=CC1)C=C(C3)C)Cl.FC3=C(C=CC(=C3)F)NC(=O)C=3C(=NC=C(C3)OC[C@H](C)NS(=O)(=O)C(F)(F)F)C N-(2,4-difluorophenyl)-2-methyl-5-[(2S)-2-(trifluoromethylsulfonylamino)propoxy]pyridine-3-carboxamide methyl-4-chloro-2-methylpyrrolo[1,2-a]quinoxaline-7-carboxylate